N1(CCC=2C1=NC=CC2)CC=2C=C(SC2C)C(=O)C=2C=NC=NC2 5-{[4-(2,3-dihydro-1H-pyrrolo[2,3-b]pyridin-1-ylmethyl)-5-methyl-2-thienyl]carbonyl}pyrimidin